N-[2-(4-chlorophenyl)benzotriazol-5-yl]tetrahydropyran-4-carboxamide ClC1=CC=C(C=C1)N1N=C2C(=N1)C=CC(=C2)NC(=O)C2CCOCC2